CC(CC(CCC)C)C(C(=O)O)(O)C.C(C(O)C)(=O)OC(CC(CCC)C)C 1,3-dimethylhexyl lactate (1,3-dimethylhexyl lactate)